3-{5-[5-(chloromethyl)-1,3,4-oxadiazol-2-yl]pyrimidin-2-yl}tetrahydropyrrole-1-carboxylic acid 2-methylpropan-2-yl ester CC(C)(C)OC(=O)N1CC(CC1)C1=NC=C(C=N1)C=1OC(=NN1)CCl